FC(CC1=CC2=C(S1)C1(CC(N(CC1)CC)C)OCC2)F 2-(2,2-difluoroethyl)-1'-ethyl-2'-methyl-spiro[4,5-dihydrothieno[2,3-C]pyran-7,4'-piperidine]